2-cyclobutyl-4,4,5,5-tetramethyl-1,3,2-dioxaborolane C1(CCC1)B1OC(C(O1)(C)C)(C)C